C1(=CC=C(C=C1)S(=O)(=O)[O-])S(=O)(=O)[O-] benzene-1,4-disulfonate